C(C)(C)(C)OC(=O)NC1=C(N=C(S1)C(=O)O)C 5-((tert-butoxycarbonyl)amino)-4-methylthiazole-2-carboxylic acid